4-[6-(2-Amino-1,1-dimethyl-2-oxo-ethyl)pyrazolo[1,5-a]pyridin-3-yl]-N-cyclopropyl-2-(difluoromethoxy)-6-methoxy-benzamide NC(C(C)(C)C=1C=CC=2N(C1)N=CC2C2=CC(=C(C(=O)NC1CC1)C(=C2)OC)OC(F)F)=O